O1CCC(CC1)/C=C/C(=O)OCC1=CC=CC=C1 benzyl (2E)-3-(oxan-4-yl)prop-2-enoate